tert-butyl N-ethyl-N-[1-[2-methyl-7-[(2-methylimidazo[1,2-a]pyridin-6-yl)carbamoyl]-indazol-4-yl]-4-piperidyl]-carbamate C(C)N(C(OC(C)(C)C)=O)C1CCN(CC1)C=1C2=CN(N=C2C(=CC1)C(NC=1C=CC=2N(C1)C=C(N2)C)=O)C